5-(5-ethylpyrimidin-4-yloxy)-2-(1-(5-fluoropicolinoyl)pyrrolidin-3-yl)benzaldehyde C(C)C=1C(=NC=NC1)OC=1C=CC(=C(C=O)C1)C1CN(CC1)C(C1=NC=C(C=C1)F)=O